C1(CC1)C([C@@H](C(=O)NC=1C(=NN(C1)[C@H](C)C1=CC(=NNC1=O)[Si](CC)(CC)CC)F)NC(=O)C1=NON=C1C)C1CC1 |&1:13| N-[(1S)-1-(dicyclopropylmethyl)-2-[[3-fluoro-1-[(1RS)-1-(6-oxo-3-triethylsilyl-1H-pyridazin-5-yl)ethyl]pyrazol-4-yl]amino]-2-oxo-ethyl]-4-methyl-1,2,5-oxadiazole-3-carboxamide